CC1OC(CCC1)C=1C=NN(C1)C 2-methyl-6-(1-methyl-1H-pyrazol-4-yl)tetrahydro-2H-pyran